C(CCC)[Sn](C1=C(N=C(S1)C1COC1)C)(CCCC)CCCC tributyl-[4-methyl-2-(oxetan-3-yl)thiazol-5-yl]stannane